4-(1-(4-hexylphenethyl)-1H-1,2,3-triazol-4-yl)-1-hydroxy-2-(hydroxymethyl)butane C(CCCCC)C1=CC=C(CCN2N=NC(=C2)CCC(CO)CO)C=C1